1-(Benzo[d]thiazol-6-yl)dihydropyrimidine-2,4(1H,3H)-dione S1C=NC2=C1C=C(C=C2)N2C(NC(CC2)=O)=O